2-acrylamido-2,2-dimethylethanesulfonic acid C(C=C)(=O)NC(CS(=O)(=O)O)(C)C